C1(=CC=CC=C1)COCCOCCOCCOCCOCCN 1-phenyl-2,5,8,11,14-pentaoxahexadecan-16-amine